1-methyl-5-nitro-3-(2,2,2-trifluoroethyl)-1,3-dihydro-2H-benzo[d]imidazole-2-one CN1C(N(C2=C1C=CC(=C2)[N+](=O)[O-])CC(F)(F)F)=O